N-[1-[5-[6-(1,3-benzothiazol-6-ylamino)-4-(propan-2-ylamino)pyridin-3-yl]-1,3,4-thiadiazole-2-carbonyl]pyrrolidin-3-yl]acetamide S1C=NC2=C1C=C(C=C2)NC2=CC(=C(C=N2)C2=NN=C(S2)C(=O)N2CC(CC2)NC(C)=O)NC(C)C